C(CCC)[Li] Normal Butyllithium